COC1=CC=C(C=C1)N1[C@H]([C@H](C1=O)OC(C)=O)C=C(C)C acetic acid (2s,3r)-1-(4-methoxyphenyl)-2-(2-methylpropan-1-en-1-yl)-4-oxoazetidin-3-yl ester